NC1=C(C=CC=C1)SC1=C(C=CC(=N1)SC1=C(N)C=CC=C1)[N+](=O)[O-] 2-((6-[(2-aminophenyl)thio]-5-nitro-2-pyridinyl)thio)aniline